methyl 2-cyano-6-(3-cyclopropylphenoxy)pyrazolo[1,5-a]pyrimidine-7-carboxylate C(#N)C1=NN2C(N=CC(=C2C(=O)OC)OC2=CC(=CC=C2)C2CC2)=C1